Dimethyl cyclohexane-1,4-dicarboxylate C1(CCC(CC1)C(=O)OC)C(=O)OC